OC=1C=C(C[C@@H]2NC(C3=C(NC2=O)C=CC=C3F)=O)C=CC1O (S)-3-(3,4-dihydroxybenzyl)-6-fluoro-3,4-dihydro-1H-benzo[E][1,4]diazepine-2,5-dione